monopentaerythritol tetralaurate C(CCCCCCCCCCC)(=O)OCC(COC(CCCCCCCCCCC)=O)(COC(CCCCCCCCCCC)=O)COC(CCCCCCCCCCC)=O